C(#N)C[C@@H]1N(CCN(C1)C=1C2=C(N=C(N1)OC[C@H]1N(CCC1)C)CN(CC2)C2=CC=CC1=CC=C(C(=C21)C)F)C(=O)OC(C)(C)C tert-butyl (S)-2-(cyanomethyl)-4-(7-(7-fluoro-8-methylnaphthalen-1-yl)-2-(((S)-1-methylpyrrolidin-2-yl)methoxy)-5,6,7,8-tetrahydropyrido[3,4-d]pyrimidin-4-yl)piperazine-1-carboxylate